C(CCC)(=O)C1=CC(=C(C=N1)C=1C=NC2=CC(=NC=C2C1)NC(OC(C)(C)C)=O)C tertbutyl (3-(6-butyryl-4-methylpyridin-3-yl)-1,6-naphthyridin-7-yl)carbamate